1,5,5,9-tetramethyl-13-oxa-tricyclo(8.3.0.0(4,9))tridecane CC12CCC3C(CCCC3(C2CCO1)C)(C)C